Cl.Cl.ClC=1N=CC(=NC1)N1CC2NC(C1)C2 3-(5-chloropyrazin-2-yl)-3,6-diazabicyclo[3.1.1]Heptane dihydrochloride